C1[IH]C(C2=C1C=CC=C2)=O 2-benziodol-3(1H)-one